tert-butyl alaninate N[C@@H](C)C(=O)OC(C)(C)C